F[C@H]1[C@@H]2CCC(C[C@H]1N(C1=CN=C(N=N1)C1=C(C=C(C=C1)C1=NOC(=N1)C)O)C)N2 2-(6-{[(1S,2S,3R)-2-fluoro-8-azabicyclo[3.2.1]octan-3-yl](methyl)amino}-1,2,4-triazin-3-yl)-5-(5-methyl-1,2,4-oxadiazol-3-yl)phenol